O1CCN(CC1)P(N1CCOCC1)N1CCOCC1 Trimorpholinophosphine